ClC1=NC(=NC(=N1)N[C@H](C)C1CC1)N[C@@H](C(F)(F)F)C 6-chloro-N2-((R)-1-cyclopropylethyl)-N4-((R)-1,1,1-Trifluoropropan-2-yl)-1,3,5-triazine-2,4-diamine